O=C1NC(CCC1N1C(N(C2=C1C=CC(=C2)CCN2CC(N(CC2)C(=O)OC(C)(C)C)C(=O)OC(C)(C)C)C)=O)=O Ditert-butyl 4-[2-[1-(2,6-dioxo-3-piperidyl)-3-methyl-2-oxo-benzimidazol-5-yl]ethyl]piperazine-1,2-dicarboxylate